OC=1C=C(C2=C(OC(OC2=O)C2=CC=CC=C2)C1C1C=C(CCC1)C)CCCCC 7-hydroxy-8-(3-methylcyclohex-2-en-1-yl)-5-pentyl-2-phenyl-4H-benzo[d][1,3]dioxin-4-one